4-fluoro-2-methyl-6-(4,4,5,5-tetramethyl-1,3,2-dioxaborolan-2-yl)-1,3-benzoxazole FC1=CC(=CC2=C1N=C(O2)C)B2OC(C(O2)(C)C)(C)C